3-methyl-4-(4,4,5,5-tetramethyl-1,3,2-dioxaborolan-2-yl)-5-((2-(trimethylsilyl)ethoxy)methoxy)benzonitrile CC=1C=C(C#N)C=C(C1B1OC(C(O1)(C)C)(C)C)OCOCC[Si](C)(C)C